C(#N)C=1C=NN2C1C(=CC(=C2)OCC)C=2C=CC(=NC2)N2CCC(CC2)(C(=O)NCC(C)C)CNC2CCOCC2 1-(5-(3-cyano-6-ethoxypyrazolo[1,5-a]pyridin-4-yl)pyridin-2-yl)-N-isobutyl-4-(((tetrahydro-2H-pyran-4-yl)amino)methyl)piperidine-4-carboxamide